COC1=CC=C(CC2C(NC(NC2=O)=S)=O)C=C1 5-(4-Methoxybenzyl)-2-thioxodihydropyrimidine-4,6(1H,5H)-dione